C(#N)C1(CN(C1)C(=O)C1=C(C=C(C=C1OC)C=1N(N=C2C=C(C=C(C12)C#N)C=1C=NN(C1)C)C)OC(F)F)C(F)F 3-[4-[3-cyano-3-(difluoromethyl)azetidine-1-carbonyl]-3-(difluoromethoxy)-5-methoxyphenyl]-2-methyl-6-(1-methylpyrazol-4-yl)indazole-4-carbonitrile